C1(=CC=CC=C1)NC=1C=CC=2N(C1)C(=CN2)C2=NC(=NC=C2)NC2=CC=C(C=N2)N2CCN(CC2)C(C)=O 1-(4-(6-((4-(6-(Phenylamino)imidazo[1,2-a]pyridin-3-yl)pyrimidin-2-yl)amino)pyridin-3-yl)piperazin-1-yl)ethan-1-one